4-(2-(4-acryloylpiperazin-1-yl)ethyl)-N-(4-(4-morpholino-7H-pyrrolo[2,3-d]pyrimidin-6-yl)phenyl)picolinamide C(C=C)(=O)N1CCN(CC1)CCC1=CC(=NC=C1)C(=O)NC1=CC=C(C=C1)C1=CC2=C(N=CN=C2N2CCOCC2)N1